(4-(4-methyl-3-pentenyl)-3-cyclohexenyl)methanol CC(=CCCC1=CCC(CC1)CO)C